N=1OC(=C2COCC[N+]21)[O-].NC=2C=C(OC1=CC=C(OC3=CC(=CC=C3)OC3=CC=C(C=C3)OC3=CC(=CC=C3)N)C=C1)C=CC2 1,3-bis(4-(3-aminophenoxy)phenoxy)benzene 6,7-dihydro-4H-[1,2,3]oxadiazolo[4,3-c][1,4]oxazin-8-ium-3-olate